O-(ortho-fluorobenzyl)-binaphthol FC1=C(COC=2C(=C3C=CC=CC3=CC2)C2=CC=CC3=CC=CC=C23)C=CC=C1